FC(C(=O)NC1CN(C1)C1=NC(=NC2=CC=CC(=C12)C(F)(F)F)C1=CC=C(C=C1)C(F)(F)F)=C 2-fluoro-N-(1-(5-(trifluoromethyl)-2-(4-(trifluoromethyl)phenyl)quinazolin-4-yl)azetidin-3-yl)acrylamide